1,4-diethylpyridinium fluoride [F-].C(C)[N+]1=CC=C(C=C1)CC